(3R)-3-amino-5-[(4-chlorophenyl)methyl]-8-fluoro-7-[5-[4-methyl-1-(pyrrolidine-1-carbonyl)-4-piperidyl]-1,2,4-oxadiazol-3-yl]-1,1-dioxo-2,3-dihydro-1lambda6,5-benzothiazepin N[C@H]1CS(C2=C(N(C1)CC1=CC=C(C=C1)Cl)C=C(C(=C2)F)C2=NOC(=N2)C2(CCN(CC2)C(=O)N2CCCC2)C)(=O)=O